2,2-Dipropyldecanoat C(CC)C(C(=O)[O-])(CCCCCCCC)CCC